ClC1=C(C(=NN1CC)COC)C=O 5-CHLORO-1-ETHYL-3-(METHOXYMETHYL)-1H-PYRAZOLE-4-CARBALDEHYDE